3-((S)-4-ethyl-2-oxothiazol-3-yl)-7-fluorobenzo[d]isoxazole-5-carbaldehyde C(C)C=1N(C(SC1)=O)C1=NOC2=C1C=C(C=C2F)C=O